BrC=1C(=C(C=C(C1)F)NC(C=CO)=O)F N-(3-bromo-2,5-difluorophenyl)-3-hydroxyacrylamide